BrC=1C=C(C(=NC1)N(C)CCCN(C)C)NS(=O)(=O)C N-(5-Bromo-2-((3-(dimethylamino)propyl)(methyl)amino)pyridin-3-yl)methanesulfonamide